hydrogen fluoride-triethylamine salt C(C)N(CC)CC.F